5-(2,4-ditert-butoxypyrimidin-5-yl)-3-[2,2-difluoro-1-(2-pyridyl)ethoxy]-1-methyl-pyrazolo[3,4-c]pyridazine C(C)(C)(C)OC1=NC=C(C(=N1)OC(C)(C)C)C=1C=C2C(=NN1)N(N=C2OC(C(F)F)C2=NC=CC=C2)C